methyl {[3-({3-chloro-5-fluoro-6-[3-methyl-2,6-dioxo-4-(1,1-difluoroethyl)-3,6-dihydropyrimidin-1(2H)-yl]pyridin-2-yl}oxy)pyridin-2-yl]oxy}acetate ClC=1C(=NC(=C(C1)F)N1C(N(C(=CC1=O)C(C)(F)F)C)=O)OC=1C(=NC=CC1)OCC(=O)OC